FC(C(=O)O)(F)F.FC=1C=C(C=CC1OC)C1=CN=C2N1C=CN=C2NC2=CC(=C(C(=O)N1CCC(CC1)C(=O)N[C@H]1CNCC1)C=C2)C (R)-1-(4-((3-(3-fluoro-4-methoxyphenyl)imidazo[1,2-a]pyrazin-8-yl)amino)-2-methylbenzoyl)-N-(pyrrolidin-3-yl)piperidine-4-carboxamide 2,2,2-trifluoroacetate